NC=1C(NC2=C3C(=C(C=C2C1C1=CC(=CC=C1)OC)Cl)C=CC=C3)=O 3-amino-6-chloro-4-(3-methoxyphenyl)-1H-benzo[h]quinolin-2-one